CN([S@](=O)C(C)(C)C)[C@@H]1[C@H]2[C@@H](C=3C=C(C=CC13)C(F)(F)F)C2 (R)-N,2-dimethyl-N-((1aS,6R,6aR)-3-(trifluoromethyl)-1,1a,6,6a-tetrahydrocyclopropa[a]inden-6-yl)propane-2-sulfinamide